FC(C1=NN=C(O1)C=1C=CC(=NC1)CN1C(SC(=N1)C1=CC=C(C=C1)N1CCN(CC1)C(C)C)=O)F 3-[[5-[5-(difluoromethyl)-1,3,4-oxadiazol-2-yl]-2-pyridyl]methyl]-5-[4-(4-isopropylpiperazin-1-yl)phenyl]-1,3,4-thiadiazol-2-one